5-((trimethylsilyl)ethynyl)-1H-indole C[Si](C)(C)C#CC=1C=C2C=CNC2=CC1